Methyl 2-bromo-5-methyl-1,3-thiazole-4-carboxylate BrC=1SC(=C(N1)C(=O)OC)C